CS(=O)(=O)C=1C=C(C=O)C=CC1OCC1CCN(CC1)S(=O)(=O)C 3-(methylsulfonyl)-4-((1-(methylsulfonyl)piperidin-4-yl)methoxy)benzaldehyde